N-(4-bromo-2-methylphenyl)-4-((4-fluorophenyl)sulfonamido)benzamide BrC1=CC(=C(C=C1)NC(C1=CC=C(C=C1)NS(=O)(=O)C1=CC=C(C=C1)F)=O)C